FC=1C(=C(C=2N(C1)C=NN2)F)I 6,8-Difluoro-7-iodo-[1,2,4]triazolo[4,3-a]pyridine